1,4-bis(glycidyloxy)cyclohexane C(C1CO1)OC1CCC(CC1)OCC1CO1